NC1=NC(=CC(=N1)N1CCC2(C[C@H](NC2)C(=O)O)CC1)O[C@@H](C(F)(F)F)C1=C(C=C(C=C1)Cl)C1=CC(=C(C=C1)OC(C)C)Cl (S)-8-(2-amino-6-((R)-1-(3',5-dichloro-4'-isopropoxy-[1,1'-biphenyl]-2-yl)-2,2,2-trifluoroethoxy)pyrimidin-4-yl)-2,8-diazaspiro[4.5]decane-3-carboxylic acid